3-ethyl-6-methyl-2,4-heptanediol di-n-propyl-benzoate C(CC)C=1C(=C(C(=O)O)C=CC1)CCC.C(C)C(C(C)O)C(CC(C)C)O